1,3-dichloro-2-iodo-5-nitrobenzene ClC1=C(C(=CC(=C1)[N+](=O)[O-])Cl)I